1-methylcyclohexane-1-carbonitrile CC1(CCCCC1)C#N